rac-3-ethylpiperidine-4-carbonitrile C(C)C1CNCCC1C#N